ClC1=COC2=C1C=C(C(=C2F)F)C(=O)O 3-Chloro-6,7-difluorobenzofuran-5-carboxylic acid